C(C)(C)(C)OC(=O)N(C)CC1=CC=C(C=C1)NC=1N=CC2=C(N1)CN(CC2)C2=C(C1=C(OCCN1C(=O)OC(C)(C)C)N=C2)C tert-butyl 7-(2-{[4-({[(tert-butoxy) carbonyl] (methyl)amino} methyl) phenyl] amino}-5H,6H,7H,8H-pyrido[3,4-d]pyrimidin-7-yl)-8-methyl-1H,2H,3H-pyrido[2,3-b][1,4]oxazine-1-carboxylate